FC(CN1C(=NC2=C1C=C(C=C2)OC)NC(CC2=CC(=C(OC1=C(C(=O)N)C=CC=N1)C=C2)F)=O)F 2-(4-(2-((1-(2,2-difluoroethyl)-6-methoxy-1H-benzo-[d]imidazol-2-yl)-amino)-2-oxoethyl)-2-fluorophenoxy)-nicotinamide